O=C1N(CC2=CC(=CC=C12)N1CCNCC1)C1CNCCC1 3-(1-oxo-5-(piperazin-1-yl)isoindolin-2-yl)piperidine